3-1-butyl-3-methylimidazolium chloride [Cl-].C(CCC)[N+]1(C=NC=C1)C